C(CCC)SC=1N=C(C2=C(N1)N(N=N2)C2C(C(C(C2)CO)O)O)NC2C(C2)C2=CC(=C(C=C2)F)F 3-[5-(Butylthio)-7-[[2-(3,4-difluorophenyl)cyclopropyl]amino]-3H-1,2,3-triazolo[4,5-d]pyrimidin-3-yl]-5-(hydroxymethyl)-cyclopentane-1,2-diol